1-(2-amino-5-(3-amino-7-(1-(tetrahydro-2H-pyran-2-yl)-1H-pyrazol-4-yl)isothiazolo[4,5-c]pyridin-4-yl)-4-fluorophenyl)ethan-1-one NC1=C(C=C(C(=C1)F)C1=NC=C(C2=C1C(=NS2)N)C=2C=NN(C2)C2OCCCC2)C(C)=O